ClC1=CC=CC(=N1)/C=C/C=O (E)-3-(6-chloro-2-pyridyl)prop-2-enal